3-chloro-4-((6,7-dichloro-2,2-dioxido-4,9-dihydro-[1,2,6]thiadiazino[4,3-g]indol-3(1H)-yl)methyl)pyridin-2(1H)-one ClC=1C(NC=CC1CN1CC=2C=C(C=3C(=CNC3C2NS1(=O)=O)Cl)Cl)=O